N1=CC=CC2=C1CN1C(CO2)CN(CC1)C(=O)[O-] 6a,7,9,10-tetrahydro-12H-pyrazino[2,1-c]pyrido[2,3-f][1,4]oxazepine-8(6H)-carboxylate